ClC=1C(=C(C=CC1F)N(C(=O)[C@H]1N(C(N(C1)C(=O)O)=O)C1=CC(=C2C(=N1)C(CC2)O)C(F)(F)F)C)F (4S)-4-((3-chloro-2,4-difluorophenyl)(methyl)carbamoyl)-3-(7-Hydroxy-4-(trifluoromethyl)-6,7-dihydro-5H-cyclopenta[b]pyridin-2-yl)-2-oxoimidazolidine-1-carboxylic acid